hydroxypanthenol OC(O)CCNC([C@H](O)C(C)(C)CO)=O